vinyl-dipropoxypropyl-silane C(=C)[SiH2]CCC(OCCC)OCCC